C(CCC)(=O)NN=COC methyl N-butyrylformohydrazonate